COC(=O)C=1SC(=CC1)CCl 5-(chloromethyl)thiophene-2-carboxylic acid methyl ester